ICCC1=CC=C(C=C1)OC 4-(2-iodoethyl)anisole